2-bromo-3,6,6-trimethyl-6,7-dihydro-1-benzofuran-4(5H)-one BrC=1OC2=C(C1C)C(CC(C2)(C)C)=O